Cl.FC(C1(N=N1)C1=CC=C(C=C1)CN)(F)F (4-(3-(trifluoromethyl)-3H-diazirin-3-yl)phenyl)methanamine hydrochloride